1-(3-hydroxy-3-((4-(trifluoromethyl)phenyl)ethynyl)pyrrolidin-1-yl)prop-2-en-1-one OC1(CN(CC1)C(C=C)=O)C#CC1=CC=C(C=C1)C(F)(F)F